3-chloro-2,6-dimethoxypyridin-4-amine ClC=1C(=NC(=CC1N)OC)OC